6-chloro-5-fluoro-1-(2-methyl-4-(trifluoromethoxy)phenyl)-3-(2-methyl-6-oxo-1,6-dihydropyridin-3-yl)-2,3-dihydroquinazolin-4(1H)-one ClC=1C(=C2C(N(CN(C2=CC1)C1=C(C=C(C=C1)OC(F)(F)F)C)C1=C(NC(C=C1)=O)C)=O)F